C(C)(C)(C)OC(=O)N1N=C(C=2C1=CN=C(C2)Cl)C=2C=NC(=CC2)N2CCN(CC2)C 5-chloro-3-(6-(4-methylpiperazin-1-yl)pyridin-3-yl)-1H-pyrazolo[3,4-c]Pyridine-1-carboxylic acid tert-butyl ester